isopropyl-1H-pyrazole-3-sulfonimidamide C(C)(C)N1N=C(C=C1)S(=O)(N)=N